C(CCCCCCCCCCC)[N+]1(CCCC1)CCC 1-dodecyl-1-propylpyrrolidinium